CC1=CC=CC(=N1)C1=NC=C(C=C1)C=1C=C(C=C(C1)C=1C2=CC=CC=C2C=2C=CC=CC2C1)C1=NC(=NC(=N1)C1=CC=CC=C1)C1=CC=CC=C1 2-[3-(6'-methyl[2,2'-bipyridin]-5-yl)-5-(9-phenanthrenyl)phenyl]-4,6-diphenyl-1,3,5-triazine